COCCOC1=CC=C(C=C1)C1CN(C1)C(C[C@@H]1CN(CC1)C#N)=O (R)-3-(2-(3-(4-(2-methoxyethoxy)phenyl)azetidin-1-yl)-2-oxoethyl)pyrrolidine-1-carbonitrile